FC(C=1N=CC2=C(N1)CN(CC2)C(=O)[C@H]2CC21CCN(CC1)C(=O)OC(C(F)(F)F)C(F)(F)F)(F)F 1,1,1,3,3,3-hexafluoropropan-2-yl (S)-1-(2-(trifluoromethyl)-5,6,7,8-tetrahydropyrido[3,4-d]pyrimidine-7-carbonyl)-6-azaspiro[2.5]octane-6-carboxylate